BrC1=CC2=C(N(N=N2)COCC[Si](C)(C)C)C(=C1)C1OCCO1 5-bromo-7-(1,3-dioxolan-2-yl)-1-{[2-(trimethylsilyl)ethoxy]methyl}-1,2,3-benzotriazole